(2S)-Isopropyl 2-(((4-(aminomethyl)-5-hydroxy-6-methylpyridin-3-yl)methoxy)(phenoxy)phosphorylamino)propanoate NCC1=C(C=NC(=C1O)C)COC1=C(OP(=O)=N[C@H](C(=O)OC(C)C)C)C=CC=C1